BrC=1N=C(N(C1)COCC[Si](C)(C)C)C(=O)N1C[C@@]2(CCC1)C1=C(NC(O2)=O)C=CC(=C1F)Cl (R)-1'-(4-bromo-1-((2-(trimethylsilyl)ethoxy)methyl)-1H-imidazole-2-carbonyl)-6-chloro-5-fluorospiro[benzo[d][1,3]oxazine-4,3'-piperidin]-2(1H)-one